2-methyl-3-((5-methylpyridin-2-yl)methyl)naphthalene-1,4-dione CC=1C(C2=CC=CC=C2C(C1CC1=NC=C(C=C1)C)=O)=O